C(C)(C)(C)OC(=O)N([C@H](C(=O)O)C)C (2S)-2-[tert-butyloxycarbonyl-(methyl)amino]Propionic acid